ClC=1C=C(C=CC1)C#CC1=NN=C2N1CCN(C2)C(=O)N2CCOCC2 [3-[2-(3-Chlorophenyl)ethynyl]-6,8-dihydro-5H-[1,2,4]triazolo[4,3-a]pyrazin-7-yl]-morpholinomethanone